[C@H]12CN(C[C@H](CC1)N2)C2=NC(=NC1=C(C(=C(C=C21)Cl)C2=CC=CC1=CC=CC=C21)F)OCCCN2CCNCC2 4-((S or R)-4-((1R,5S)-3,8-diazabicyclo[3.2.1]octan-3-yl)-6-chloro-8-fluoro-2-(3-(piperazin-1-yl)propoxy)quinazolin-7-yl)naphthalen